C(C)(C)C1N(C(N(C1)C)=O)C=1C=C(C2=C(N=C(N=C2)NC2=CC=C(C=C2)N2CCN(CC2)C)N1)C#C[Si](C(C)C)(C(C)C)C(C)C 4-isopropyl-1-methyl-3-(2-{[4-(4-methylpiperazin-1-yl)phenyl]amino}-5-[2-(triisopropylsilyl)ethynyl]pyrido[2,3-d]pyrimidin-7-yl)imidazolidin-2-one